NC1=C(C=C(C=C1)N1CCC(CC1)N1CCC(CC1)C(=O)OC(C)(C)C)NC tert-butyl 1'-(4-amino-3-(methylamino)phenyl)-[1,4'-bipiperidine]-4-carboxylate